3'-O-triisopropylsilyl-thymidine C(C)(C)[Si](O[C@H]1C[C@@H](O[C@@H]1CO)N1C(=O)NC(=O)C(C)=C1)(C(C)C)C(C)C